Methyl isothiazole-3-carboxylate S1N=C(C=C1)C(=O)OC